N-((5-chloropyrazin-2-yl)methyl)-2-(4-(5-methyl-3-(trifluoromethyl)-1H-pyrazol-1-yl)phenyl)acetamide ClC=1N=CC(=NC1)CNC(CC1=CC=C(C=C1)N1N=C(C=C1C)C(F)(F)F)=O